N=1NC=C2CN(CCCC21)C=O (2,6,7,8-tetrahydropyrazolo[4,3-c]azepin-5(4H)-yl)methanone